C1(CC1)C=1NC(=NN1)C1CC2(CN(C2)C(=O)N2CC3(C2)CC(C3)N3CCS(CC3)(=O)=O)C1 [6-(5-cyclopropyl-4H-1,2,4-triazol-3-yl)-2-azaspiro[3.3]heptan-2-yl]-[6-(1,1-dioxo-1,4-thiazinan-4-yl)-2-azaspiro[3.3]heptan-2-yl]methanone